NCC(=O)OC(C1=C(C=C(C=C1)NNC([C@H]1N(CCC1)C(CNC([C@@H](NC(=O)OC(C)(C)C)CC1=CC=CC=C1)=O)=O)=O)CC1=CC(=CC(=C1)OCCCCCCCCCCCCCCCCCCCCCC)OCCCCCCCCCCCCCCCCCCCCCC)=O 3,5-bis(docosyloxy)benzyl(4-(2-((tert-butoxycarbonyl)-L-phenylalanylglycyl-L-prolyl)hydrazinyl)benzoyl) glycinate